ClC1=CC=C(C=C1)[C@H](NC(=O)[C@@H]1CNC(O1)=O)C12CC(C1)(C2)C(F)(F)F (S)-N-((R)-(4-chlorophenyl)(3-(trifluoromethyl)bicyclo[1.1.1]pentan-1-yl)methyl)-2-oxooxazolidine-5-carboxamide